(E)-(4-(2-(4-((4-(4-(1H-1,2,3-triazol-1-yl)butyl)phenoxy)methyl)oxazol-2-yl)vinyl)phenyl)methanol N1(N=NC=C1)CCCCC1=CC=C(OCC=2N=C(OC2)/C=C/C2=CC=C(C=C2)CO)C=C1